7-benzyl 5-(tert-butyl) (R or S)-2-(4-cyclopropyl-2-(trifluoromethyl)phenyl)-3,4,5a,6,8,9-hexahydro-2H-1,2,5,7-tetraazabenzo[cd]azulene-5,7-dicarboxylate C1(CC1)C1=CC(=C(C=C1)N1N=C2CCN(C[C@H]3C2=C1CCN3C(=O)OC(C)(C)C)C(=O)OCC3=CC=CC=C3)C(F)(F)F |o1:16|